N[C@@H](CCCNC(N)=N)C(=O)N=[N+]=[N-] arginine azide